cis-3-nonadecene-1,1-dicarboxylic acid C(C\C=C/CCCCCCCCCCCCCCC)(C(=O)O)C(=O)O